N1CC(C1)C(C)N1CCC(CC1)C=1N=C2N(C=C(C(=C2F)C(C)(C)O)NC(C2=NC(=CC=C2)C2C(C2)(F)F)=O)C1 N-(2-(1-(1-(azetidin-3-yl)ethyl)piperidin-4-yl)-8-fluoro-7-(2-hydroxypropan-2-yl)imidazo[1,2-a]pyridin-6-yl)-6-(2,2-difluorocyclopropyl)picolinamide